N-[(Benzyloxy)carbonyl]-O-[tert-butyl(diphenyl)silyl]-N-(2H3)methyl-D-serine C(C1=CC=CC=C1)OC(=O)N([C@H](CO[Si](C1=CC=CC=C1)(C1=CC=CC=C1)C(C)(C)C)C(=O)O)C([2H])([2H])[2H]